FC=1C=C(C=C(C1[C@H]1N([C@@H](CC2=C3C(=CC=C12)NN=C3)C)CC3(CC3)F)F)NC3CN(C3)CCCF N-(3,5-difluoro-4-((6s,8r)-7-((1-fluorocyclopropyl)methyl)-8-methyl-6,7,8,9-tetrahydro-3H-pyrazolo[4,3-f]isoquinolin-6-yl)phenyl)-1-(3-fluoropropyl)azetidin-3-amine